3,3-dichlorobiphenyl ClC1(CC(=CC=C1)C1=CC=CC=C1)Cl